BrC1=C(C=C(C(=C1)OCCCCCCCC)Br)OCCCCCCCC 1,4-dibromo-2,5-dioctyloxylbenzene